(S)-1-(3-methyl-piperazin-1-yl)prop-2-en-1-one C[C@H]1CN(CCN1)C(C=C)=O